4-(2-fluoropropan-2-yl)-6-methylpyridin FC(C)(C)C1=CC=NC(=C1)C